C(=O)(O)C=1C=C(C=CC1C(=O)O)[Si](C)(C)C1=CC(=C(C=C1)C(=O)O)C(=O)O Bis(3,4-dicarboxyphenyl)dimethyl-silane